(3S,4R)-4-((5-fluoro-4-(4-isopropyl-3-((pyridin-2-ylamino)methyl)quinolin-6-yl)pyrimidin-2-yl)amino)tetrahydro-2H-pyran-3-ol FC=1C(=NC(=NC1)N[C@H]1[C@@H](COCC1)O)C=1C=C2C(=C(C=NC2=CC1)CNC1=NC=CC=C1)C(C)C